NC(C(=O)O)CCNC=NN 2-amino-4-(aminoiminomethyl)aminobutanoic acid